COC(C(F)(F)F)(C(F)(F)F)C=1C=C(C=C(C1)C(C(F)(F)F)(OC)C(F)(F)F)[B-](C1=CC(=CC(=C1)C(C(F)(F)F)(OC)C(F)(F)F)C(C(F)(F)F)(OC)C(F)(F)F)(C1=CC(=CC(=C1)C(C(F)(F)F)(OC)C(F)(F)F)C(C(F)(F)F)(OC)C(F)(F)F)C1=CC(=CC(=C1)C(C(F)(F)F)(OC)C(F)(F)F)C(C(F)(F)F)(OC)C(F)(F)F.[Ag+] silver tetrakis[3,5-bis[1-methoxy-2,2,2-trifluoro-1-(trifluoro-methyl)ethyl]phenyl]borate